[N+](=O)([O-])C1=CC=C(C=C1)C(CCC(=O)C1=CC=C(C=C1)[N+](=O)[O-])=O 1,4-bis(4-nitrophenyl)butane-1,4-dione